methyl 3-bromo-5-(1-cyanocyclopropyl)benzoate BrC=1C=C(C(=O)OC)C=C(C1)C1(CC1)C#N